4-{1-[(1-cyclopropyl-1H-pyrazol-3-yl)methyl]-1H-1,2,3-triazol-4-yl}-8-methoxyquinazolin-2-amine C1(CC1)N1N=C(C=C1)CN1N=NC(=C1)C1=NC(=NC2=C(C=CC=C12)OC)N